N-(4-(4-((E)-3-(2-(2,6-dioxopiperidin-3-yl)-1,3-dioxoisoindolin-5-yl)acryloyl)piperazin-1-yl)phenyl)-N-((1r,4r)-4-(quinazolin-2-ylamino)cyclohexyl)acetamide O=C1NC(CCC1N1C(C2=CC=C(C=C2C1=O)/C=C/C(=O)N1CCN(CC1)C1=CC=C(C=C1)N(C(C)=O)C1CCC(CC1)NC1=NC2=CC=CC=C2C=N1)=O)=O